BrC1=CC(=C2CCC(C2=C1)=O)F 6-bromo-4-fluoro-2,3-dihydroinden-1-one